4-benzyl-3-((S)-2-methylbut-3-enoyl)oxazolidin-2-one C(C1=CC=CC=C1)C1N(C(OC1)=O)C([C@H](C=C)C)=O